NC1=NC=2C=NC(=CC2C2=C1COC2)C(=O)N([C@H]2COC1=C2C=CC(=C1)OC(F)(F)F)C 4-amino-N-methyl-N-((3R)-6-(trifluoromethoxy)-2,3-dihydro-1-benzofuran-3-yl)-1,3-dihydrofuro[3,4-c][1,7]naphthyridine-8-carboxamide